C(C)(C)C1=NN=C(O1)C=1C(=NC(=NC1)NC1=CC(=C(C=C1)S(=O)(=O)C)C)N[C@H](CO)C1=CC=CC=C1 (2S)-2-[[5-(5-isopropyl-1,3,4-oxadiazol-2-yl)-2-(3-methyl-4-methylsulfonyl-anilino)pyrimidin-4-yl]amino]-2-phenyl-ethanol